CC1=NC(=CC(=C1NC(CCCCC)=O)C)N1CCOCC1 Hexanoic acid (2,4-dimethyl-6-morpholin-4-yl-pyridin-3-yl)-amide